COC(C1=NC(=CC=C1)C=1C=C2C(=C(C=NC2=CC1)C1=CC(=CC(=C1)F)F)N1CCC(CC1)NCCNC(=O)OC(C)(C)C)=O Methyl-6-(4-(4-((2-((tert-butoxycarbonyl)amino)ethyl)amino)piperidin-1-yl)-3-(3,5-difluoro-phenyl)quinolin-6-yl)picolinate